Trifluoromethylbicyclo[1.1.1]pentane thianthrenium salt C1=CC=CC=2[SH+]C3=CC=CC=C3SC12.FC(F)(F)C12CC(C1)C2